5-chloro-N-[2,4-difluoro-3-(7-fluoro-1H-benzimidazol-5-yl)phenyl]-2-methoxypyridine-3-sulfonamide ClC=1C=C(C(=NC1)OC)S(=O)(=O)NC1=C(C(=C(C=C1)F)C1=CC2=C(NC=N2)C(=C1)F)F